C(C)(C)(C)N(CCO)CCO tertiary butyl-diethanolamine